C(C)(C)(C)[Si](C1=CC=CC=C1)(C1=CC=CC=C1)OCC(C#C)C tert-butyl-((2-methylbut-3-yn-1-yl)oxy)diphenylsilane